methyl (S)-2-((R)-2-((allyloxy)methyl)-3-methylbutanamido)-3-(6-bromo-4-vinylpyridin-2-yl)propanoate C(C=C)OC[C@H](C(=O)N[C@H](C(=O)OC)CC1=NC(=CC(=C1)C=C)Br)C(C)C